CC=1C=NC=C(C1N(C)C)C 3,5-dimethyl-4-(dimethylamino)pyridine